(1-methyl-1H-1,2,4-triazol-3-yl)methyl (1-((3-(trifluoromethyl)-4-fluorophenyl)carbamoyl)-2-methyl-2,4,5,6-tetrahydrocyclopenta[c]pyrrol-4-yl)carbamate FC(C=1C=C(C=CC1F)NC(=O)C=1N(C=C2C1CCC2NC(OCC2=NN(C=N2)C)=O)C)(F)F